fluoro-N-(3-fluoro-4-(4-methylpiperazin-1-yl)phenyl)-4-(1-cyclopentyl-1H-pyrazol-4-yl)pyrimidin-2-amine FC=1C(=NC(=NC1)NC1=CC(=C(C=C1)N1CCN(CC1)C)F)C=1C=NN(C1)C1CCCC1